(2-methyl-5-nitrophenyl)-3-(9-(tetrahydro-2H-pyran-2-yl)-9H-purin-6-yl)pyridin-2-amine CC1=C(C=C(C=C1)[N+](=O)[O-])C1=C(C(=NC=C1)N)C1=C2N=CN(C2=NC=N1)C1OCCCC1